C(CCCCCC)C(CN)N heptyl-ethane-1,2-diamine